FC(C=1C=C(C=NC1)[N+]1(CCCC1)[O-])(F)F 1-(5-(trifluoromethyl)pyridin-3-yl)pyrrolidine 1-oxide